1-(3'-((5-cyclopropyl-3-(2,6-dichlorophenyl)isoxazol-4-yl)methoxy)-[1,1'-biphenyl]-3-yl)cyclopropane-1-carboxylic acid C1(CC1)C1=C(C(=NO1)C1=C(C=CC=C1Cl)Cl)COC=1C=C(C=CC1)C1=CC(=CC=C1)C1(CC1)C(=O)O